N1=C(C=CC=C1)N1N=NC(=C1)C(=O)O 1-(pyridin-2-yl)-1H-1,2,3-triazole-4-carboxylic acid